C(C)OC1C2C3C4C=CC(C3C(C1)C2)C4 8-ethoxy-tetracyclo[4.4.0.12,5.17,10]-3-dodecene